(6-((2-amino-3-chloropyridin-4-yl)thio)-3-((3S,4S)-4-amino-3-methyl-2-oxa-8-azaspiro[4.5]decan-8-yl)pyrazin-2-yl)methanol NC1=NC=CC(=C1Cl)SC1=CN=C(C(=N1)CO)N1CCC2([C@@H]([C@@H](OC2)C)N)CC1